1-((4-bromophenyl)amino)-N-(tert-butyl)-5-fluoro-3-oxo-1,3-dihydroisobenzofuran-1-carboxamide BrC1=CC=C(C=C1)NC1(OC(C2=CC(=CC=C12)F)=O)C(=O)NC(C)(C)C